BrC1=CC(=C(C(=O)/C(/C(=O)OCC)=C/OCC)C=C1C)F ethyl (2Z)-2-[(Z)-4-bromo-2-fluoro-5-methylbenzoyl]-3-ethoxyprop-2-enoate